C(C)(C)(C)NC(=O)[C@]1(N(C2=CC=CC=C2C1=C)C(C=C(C)OC)=O)C1=NC=CC=C1 |r| (±)-N-tert-butyl-1-(3-methoxybut-2-enoyl)-3-methylene-2-(pyridin-2-yl)indoline-2-carboxamide